8-benzyl-3-(2-((tert-Butyldimethylsilyl)oxy)ethyl)-2-oxa-8-azaspiro[4.5]decan-1-one C(C1=CC=CC=C1)N1CCC2(CC(OC2=O)CCO[Si](C)(C)C(C)(C)C)CC1